COCOC1=C(C=CC=C1)C1=CC2=C(N=N1)NC1=C2[C@@H](N(CC1)C=1SC(=CN1)C1CCN(CC1)C(=O)OC(C)(C)C)C (S)-tert-butyl 4-(2-(3-(2-(methoxymethoxy)phenyl)-5-methyl-7,8-dihydro-5H-pyrido[3',4':4,5]pyrrolo[2,3-c]pyridazin-6(9H)-yl)thiazol-5-yl)piperidine-1-carboxylate